2-(4-fluorophenoxy)-N-(3-sulfamoylphenyl)-4-(trifluoromethyl)benzamide FC1=CC=C(OC2=C(C(=O)NC3=CC(=CC=C3)S(N)(=O)=O)C=CC(=C2)C(F)(F)F)C=C1